[W].[Cs] cesium tungsten salt